3,3'-dihydroxy-β,β-carotene-4,4'-dione OC1CC(C)(C)C(=C(C1=O)C)\C=C\C(\C)=C\C=C\C(\C)=C\C=C\C=C(/C)\C=C\C=C(/C)\C=C\C1=C(C)C(C(CC1(C)C)O)=O